trismethacryloyloxyethyl phosphate P(=O)(OCC(OC(C(=C)C)=O)(OC(C(=C)C)=O)OC(C(=C)C)=O)([O-])[O-]